O[C@@]1([C@H](O)[C@H](O)[C@@H](CO)O1)N1C=NC2(C(=O)N=C(N)N=C12)C hydroxy-5-methylguanosine